ClC1=NC2=CC(=C3C(=C2C=C1)C(NC3C3=C(C=CC(=C3)F)Cl)=O)C3=C(C(=O)N)C=C(C=C3F)C(F)(F)F (7-chloro-3-(2-chloro-5-fluorophenyl)-1-oxo-2,3-dihydro-1H-pyrrolo[3,4-f]quinolin-4-yl)-3-fluoro-5-(trifluoromethyl)benzamide